CC1=C2CCC=CC2=CC(=C1)C 5,7-dimethyl-3,4-dihydronaphthalene